C(C1=CC=CC=C1)OC(=O)NC[C@@H]1CC[C@H](CC1)CC(=O)O trans-2-(4-((((benzyloxy)carbonyl)amino)methyl)cyclohexyl)acetic acid